2-(4-hydroxyphenyl)-3-(3,5-dihydroxyphenyl)-6-hydroxy-4-benzofurancarboxylic acid OC1=CC=C(C=C1)C=1OC=2C(C1C1=CC(=CC(=C1)O)O)=C(C=C(C2)O)C(=O)O